(3r)-3-methylmorpholine C[C@H]1NCCOC1